[4-[[4-(Ethylamino)-5-(trifluoromethyl)pyrimidin-2-yl]amino]-2-fluoro-5-methoxyphenyl]-morpholin-4-ylmethanone C(C)NC1=NC(=NC=C1C(F)(F)F)NC1=CC(=C(C=C1OC)C(=O)N1CCOCC1)F